FC1(CCN(CC1)CCOC1=CC=2N(C=C1)C(=CN2)C2=CC(=NC=N2)NCC2=CC=C(C=C2)C=2C=NN(C2)C)F (6-{7-[2-(4,4-difluoro-piperidin-1-yl)-ethoxy]-imidazo[1,2-a]pyridin-3-yl}-pyrimidin-4-yl)-[4-(1-methyl-1H-pyrazol-4-yl)-benzyl]-amine